2-(3-((S)-1-(((R)-((S)-7-(1-methyl-1H-pyrazol-4-yl)-2,3-dihydro-1H-pyrido[2,3-b][1,4]oxazin-3-yl)(phenyl)methyl)amino)propan-2-yl)phenyl)acetic acid CN1N=CC(=C1)C1=CC2=C(O[C@@H](CN2)[C@@H](C2=CC=CC=C2)NC[C@@H](C)C=2C=C(C=CC2)CC(=O)O)N=C1